(2e)-4,4,4-trifluorobut-2-enoic acid FC(/C=C/C(=O)O)(F)F